FC1CN(C2=C(O1)C=CC=C2O)CCN2N=C(C=C2)C(F)(F)F 2-fluoro-5-hydroxy-4-{2-[3-(trifluoromethyl)-1H-pyrazol-1-yl]ethyl}-2H-benzo[b][1,4]oxazine